C(C)OC([C@H](CC(C)C)NC([C@H](CC1=NC2=C(N1C)C=CC(=C2)N(CCCl)CCCl)N)=O)=O (2S)-2-[[(2S)-2-amino-3-[5-[bis(2-chloroethyl)amino]-1-methyl-benzimidazol-2-yl]propionyl]amino]-4-methyl-pentanoic acid ethyl ester